2-{4-[3-(5-ethyl-4-oxo-7-propyl-4,5-dihydro-3H-pyrrolo[3,2-d]pyrimidin-2-yl)-4-propoxybenzene-1-sulfonyl]piperazin-1-yl}ethyl 3-[(2S)-2,3-bis(nitrooxy)propoxy]propanoate [N+](=O)([O-])O[C@@H](COCCC(=O)OCCN1CCN(CC1)S(=O)(=O)C1=CC(=C(C=C1)OCCC)C=1NC(C2=C(N1)C(=CN2CC)CCC)=O)CO[N+](=O)[O-]